C(C1=CC=CC=C1)CC(=O)O.O water Benzyl-acetate